C(C1CO1)OCC(C)(C1=CC=CC=C1)OCC1CO1 2-phenyl-1,2-propylene glycol diglycidyl ether